(S)-N-((2-(6-((2-hydroxypropyl)(propyl)amino)pyridin-2-yl)-1,6-naphthyridin-7-yl)methyl)-5-(methylsulfonyl)nicotinamide O[C@H](CN(C1=CC=CC(=N1)C1=NC2=CC(=NC=C2C=C1)CNC(C1=CN=CC(=C1)S(=O)(=O)C)=O)CCC)C